N=1C=C(N2C1C=CC=C2)C2CN(CCC2)C2=C1C(=NC(=C2)C(C)C)NC=N1 7-(3-(imidazo[1,2-a]pyridin-3-yl)piperidin-1-yl)-5-isopropyl-3H-imidazo[4,5-b]pyridine